C1(CCCC1)N1C(N(C(C1=O)=CC1=C(C(=CC=C1)O)O)C)=[Se] 3-cyclopentyl-5-(2,3-dihydroxybenzylidene)-1-methyl-2-selenoxoimidazolidin-4-one